N-[(1S)-1-[[2-chloro-5-(1-isopropyl-6-oxo-3-pyridyl)phenyl]methyl]-2-[4-(3-methyl-1H-pyrazol-4-yl)anilino]-2-oxo-ethyl]-1-fluoro-cyclopropanecarboxamide ClC1=C(C=C(C=C1)C1=CN(C(C=C1)=O)C(C)C)C[C@@H](C(=O)NC1=CC=C(C=C1)C=1C(=NNC1)C)NC(=O)C1(CC1)F